N,N-dibutylsilaneamine C(CCC)N([SiH3])CCCC